CNC(=S)NN N-methylhydrazinethiocarboxamide